2-[2-[2-(2-bromoethoxy)ethoxy]ethoxy]-ethane BrCCOCCOCCOCC